3-Methyl-4-(1-methylpiperidin-4-yl)-1-(oxan-2-yl)pyrazolo[3,4-b]pyridin-5-ol CC1=NN(C2=NC=C(C(=C21)C2CCN(CC2)C)O)C2OCCCC2